3-Amino-5-(2-hydroxypiperazin-1-yl)-2,3-dihydro-1,4-benzodioxine NC1OC2=C(OC1)C=CC=C2N2C(CNCC2)O